2-amino-5-{2-[(1S)-1-cyclopropylethyl]-7-methanesulfonamido-1-oxo-2,3-dihydro-1H-isoindol-5-yl}-N-[(2R)-1-hydroxypropan-2-yl]pyrazolo[1,5-a]pyrimidine-3-carboxamide NC1=NN2C(N=C(C=C2)C=2C=C3CN(C(C3=C(C2)NS(=O)(=O)C)=O)[C@@H](C)C2CC2)=C1C(=O)N[C@@H](CO)C